C\C(=C(/C(=O)OC1(C(CCCC1)C(F)(F)F)N)\C1=C(C=CC=C1)OC1=NC=NC(=C1)OC1=C(C=CC=C1)C#N)\OC amino-2-(trifluoromethyl)cyclohexan-1-ol methyl-(2E)-2-(2-{[6-(2-cyanophenoxy)pyrimidin-4-yl]oxy}phenyl)-3-methoxyprop-2-enoate